methyl N-(6-hydroxypyridin-2-yl)-N-methylglycinate OC1=CC=CC(=N1)N(CC(=O)OC)C